C(C)(C)(C)OC(=O)N1CC(C1)CNC1CC1 3-((cyclopropylamino)methyl)azetidine-1-carboxylic acid tert-butyl ester